N-(1-Bromo-3-(((6-(4-sulfamoylbenzamido)hexyl)carbamoyl)oxy)prop-1-en-1-yl)-N-methylpent-4-yn-1-amine oxide BrC(=CCOC(NCCCCCCNC(C1=CC=C(C=C1)S(N)(=O)=O)=O)=O)[N+](CCCC#C)(C)[O-]